5-chloro-N-[4-(4-chlorothien-2-yl)-5-(4-cyclohexylpiperazine-1-yl)-1,3-thiazole-2-yl]-6-(dimethylamino)pyridine-3-formamide ClC=1C=C(C=NC1N(C)C)C(=O)NC=1SC(=C(N1)C=1SC=C(C1)Cl)N1CCN(CC1)C1CCCCC1